BrC=1C=C(C=C(C1)C(C)(C)C)NC1=C(C=C(C=C1C1=CC=CC=C1)C(C)(C)C)C1=CC=CC=C1 N-(3-bromo-5-(tert-butyl)phenyl)-5'-(tert-butyl)-[1,1':3',1''-terphenyl]-2'-amine